C(C)OCC1=CC=C(O1)C=O 5-(ethoxymethyl)furan-2-carbaldehyde